BrC1=C(C=C(CNC(OC(C)(C)C)=O)C=C1)C1CC1 tert-butyl (4-bromo-3-cyclopropylbenzyl)carbamate